(6-Benzylpyrazin-2-yl)(3,4-dihydroquinolin-1(2H)-yl)methanone C(C1=CC=CC=C1)C1=CN=CC(=N1)C(=O)N1CCCC2=CC=CC=C12